C(C1=CC=CC=C1)=NC(CCC)[SiH](OCC)OCC N-benzylidene-3-methyl-(diethoxysilyl)propan-1-amine